C1N(CCC2=CC=CC=C12)C[C@H](CC1(C(N(CCC1)C1CNCCC1)=O)C)O ((S)-3-(3,4-dihydroisoquinolin-2(1H)-yl)-2-hydroxypropyl)-3-methyl-2-oxo-[1,3'-bipiperidine]